1-[(1S)-2-{2-[4-(difluoromethoxy)benzenesulfonyl]-2H,4H,5H,6H-pyrrolo[3,4-c]pyrazol-5-yl}-2-oxo-1-phenylethyl]azetidin-3-one FC(OC1=CC=C(C=C1)S(=O)(=O)N1N=C2C(=C1)CN(C2)C([C@H](C2=CC=CC=C2)N2CC(C2)=O)=O)F